(S)-3-((R)-4-fluoro-5-(4-(((R)-3-(hydroxymethyl)pyrrolidin-1-yl)methyl)pyridin-2-yl)-3-methyl-1-oxoisoindolin-2-yl)piperidine-2,6-dione FC1=C2[C@H](N(C(C2=CC=C1C1=NC=CC(=C1)CN1C[C@@H](CC1)CO)=O)[C@@H]1C(NC(CC1)=O)=O)C